FC1=C(C(=C(C(=C1F)C(=O)OC)F)F)C1C(=CCC(=C1)C)C(=O)OC Dimethyl 2',3',5',6'-tetrafluoro-5-methyl-1,4-dihydro-[1,1'-biphenyl]-2,4'-dicarboxylate